C1=CC(=O)OC1=O The molecule is a cyclic dicarboxylic anhydride that is the cyclic anhydride of maleic acid. It has a role as an allergen. It is a cyclic dicarboxylic anhydride and a member of furans.